4-(4-(3-Cyclopropylprop-1-ynyl)phenoxy)-1,2,5-oxadiazole-3-carboxylic acid ethyl ester C(C)OC(=O)C1=NON=C1OC1=CC=C(C=C1)C#CCC1CC1